(5-(4-fluoro-6-(3-fluoroazetidin-1-yl)-1H-benzo[d]imidazol-2-yl)-1H-pyrrol-3-yl)(2-(trifluoromethyl)phenyl)methanone FC1=CC(=CC=2NC(=NC21)C2=CC(=CN2)C(=O)C2=C(C=CC=C2)C(F)(F)F)N2CC(C2)F